BrC(C(=O)OC(C)(C)C)C=1C=C(C=C2C1N(C(C21CCOCC1)=O)C)COC tert-butyl 2-bromo-2-(5-(methoxymethyl)-1-methyl-2-oxo-2',3',5',6'-tetrahydrospiro[indoline-3,4'-pyran]-7-yl)acetate